1-phenyl-2,5,8,11-tetraoxatridecan-13-yl 4-methylbenzenesulfonate CC1=CC=C(C=C1)S(=O)(=O)OCCOCCOCCOCCOCC1=CC=CC=C1